(trans)-2-((5-chloro-2-((7-fluoro-1-hydroxy-1,3-dihydrobenzo[c][1,2]oxaborol-5-yl)amino)pyrimidin-4-yl)amino)cyclohexane-1-carbonitrile ClC=1C(=NC(=NC1)NC1=CC2=C(B(OC2)O)C(=C1)F)N[C@H]1[C@@H](CCCC1)C#N